COC1=CC=CC=C1 2-METHOXYBENZEN